(6aS,10aS)-6,6a,7,8,10,10a-hexahydropyrano[4,3-f]pyrrolo[3',2':5,6]pyrido[2,3-b][1,4]oxazepin N=1C=CC2=CC=3C(O[C@H]4[C@H](CN3)CCOC4)=NC21